ClC1=C(C(=O)NC2=C(C(=C(C=C2)F)N(C(CC#N)=O)C)F)C=C(C=C1)NC(=O)[C@@H]1C([C@H]1C1=CC(=C(C=C1)Cl)Cl)(Cl)Cl 2-Chloro-N-(3-(2-cyano-N-methylacetamido)-2,4-difluorophenyl)-5-((1R,3R)-2,2-dichloro-3-(3,4-dichlorophenyl)cyclopropane-1-carboxamido)benzamide